ClC=1C=C(C=C2CCN(C(C12)C)C(=O)[C@H]1CNC[C@H](O1)C)C(F)(F)F (8-chloro-1-methyl-6-(trifluoromethyl)-3,4-dihydroisoquinolin-2(1H)-yl)((2R,6R)-6-methylmorpholin-2-yl)methanone